C(CCCCCCCC)(=O)C1C(=O)NCCC1 nonanoyl-valerolactam